FC(C1=NC=CC(=C1)N1CC(C1)CC(=O)N1CC=2N=NC=3CCCCC3C2C1)F 2-[1-(2-Difluoromethyl-pyridin-4-yl)-azetidin-3-yl]-1-(1,3,6,7,8,9-hexahydro-pyrrolo[3,4-c]cinnolin-2-yl)-ethanone